C(C)(=O)OCCCCCCCC1=CC=CC=C1 phenylheptyl acetate